6-hydroxy-5'-methyl-4-pentyl-2'-(prop-1-en-2-yl)-[1,1'-biphenyl]-2-yl methyl ((dimethoxyphosphoryl)methyl)phosphonate COP(=O)(OC)CP(OC1=C(C(=CC(=C1)CCCCC)O)C1=C(C=CC(=C1)C)C(=C)C)(OC)=O